Cyclohexyl(5-(5-(5-(difluoromethyl)-1,3,4-oxadiazol-2-yl)thiazol-2-yl)-2,5-diazabicyclo[2.2.1]heptan-2-yl)methanone C1(CCCCC1)C(=O)N1C2CN(C(C1)C2)C=2SC(=CN2)C=2OC(=NN2)C(F)F